FC=1C=C(C=CC1)NC(=O)C1=NC2=C(N1)C=CC(=C2)OC N-(3-fluorophenyl)-5-methoxy-1H-benzo[d]imidazole-2-carboxamide